NC1=C(SC2=NC(=CC=C21)C)C(=O)N[C@H]2COC1=CC(=CC=C1C2)N2C[C@@H](NCC2)C(F)(F)F 3-amino-6-methyl-N-((R)-7-((R)-3-(trifluoromethyl)piperazin-1-yl)chroman-3-yl)thieno[2,3-b]pyridine-2-carboxamide